C(C)[Sn+3] ethyl-Tin (IV)